carboxy-3'-O-benzoyl-2'-O-methyl-N3-benzoyluridine C(=O)(O)[C@@]1([C@H](OC)[C@H](OC(C2=CC=CC=C2)=O)[C@@H](CO)O1)N1C(=O)N(C(=O)C=C1)C(C1=CC=CC=C1)=O